(S)-1-(2-(fluoromethyl)-4-(8-((3-methyl-4-((1-methyl-1H-benzo[d][1,2,3]triazol-5-yl)oxy)phenyl)amino)pyrimido[5,4-d]pyrimidin-2-yl)piperazin-1-yl)prop-2-en-1-one FC[C@H]1N(CCN(C1)C=1N=CC2=C(N1)C(=NC=N2)NC2=CC(=C(C=C2)OC2=CC1=C(N(N=N1)C)C=C2)C)C(C=C)=O